(benzyloxy)-1-ethyl-6-iodoquinoline-2,4(1H,3H)-dione C(C1=CC=CC=C1)OC1C(N(C2=CC=C(C=C2C1=O)I)CC)=O